4,6-dibromo-7-fluoro-1-((2-(trimethylsilyl)ethoxy)methyl)-1H-pyrrolo[3,2-c]pyridine BrC1=NC(=C(C2=C1C=CN2COCC[Si](C)(C)C)F)Br